NCC=1N=C2N(C=C(C=C2C2CN(C2)C(=O)OC(C)(C)C)C2CC2)C1 tert-butyl 3-(2-(aminomethyl)-6-cyclopropylimidazo[1,2-a]pyridin-8-yl)azetidine-1-carboxylate